C(CCC)(=O)SCCOP(=O)(OCCSC(CCC)=O)C(C1=CC2=C(SC(=C2)C(=O)OC2=CC=C(C=C2)[N+](=O)[O-])C=C1)(F)F 4-nitrophenyl 5-((bis(2-(butyrylthio)ethoxy) phosphoryl) difluoromethyl)benzo[b]thiophene-2-carboxylate